8-(4-chloro-2-fluorophenyl)-6-((2S,4R)-2-(1-cyclopropyl-1H-pyrazol-4-yl)tetrahydro-2H-pyran-4-yl)-2,3-dimethylquinazolin-4(3H)-one ClC1=CC(=C(C=C1)C=1C=C(C=C2C(N(C(=NC12)C)C)=O)[C@H]1C[C@H](OCC1)C=1C=NN(C1)C1CC1)F